ClC=1C=C(C2=C(CC(O2)(C)C)C1)COC1=C(C(=C(C=C1)C=CC(=O)N[C@H]1[C@H](C1)F)C)C 3-(4-((5-chloro-2,2-dimethyl-2,3-dihydrobenzofuran-7-yl)methoxy)-2,3-dimethylphenyl)-N-((1R,2S)-2-fluorocyclopropyl)acrylamide